N1=CN=CC(=C1)N1N=C2CNCCC2=C1 pyrimidin-5-yl-4,5,6,7-tetrahydro-2H-pyrazolo[3,4-c]pyridine